9-(4-((1-(3-fluoropropyl)azetidin-3-yl)methyl)phenyl)-8-(2-methoxy-6-methylphenyl)-6,7-dihydro-5H-benzo[7]annulene-3-carboxylic acid, hydrochloride Cl.FCCCN1CC(C1)CC1=CC=C(C=C1)C1=C(CCCC2=C1C=CC(=C2)C(=O)O)C2=C(C=CC=C2C)OC